N-((5-isopropyl-4-methyl-4H-1,2,4-triazol-3-yl)methyl)-4-methoxyaniline C(C)(C)C=1N(C(=NN1)CNC1=CC=C(C=C1)OC)C